4-(5,6-difluoro-3,3-dimethylindolin-1-yl)pyrimidine-5-carboxylate FC=1C=C2C(CN(C2=CC1F)C1=NC=NC=C1C(=O)[O-])(C)C